(5-(1-methyl-4-(thiomorpholinomethyl)-1H-pyrrolo[2,3-b]pyridin-6-yl)-1-oxoisoindolin-2-yl)piperidine-2,6-dione CN1C=CC=2C1=NC(=CC2CN2CCSCC2)C=2C=C1CN(C(C1=CC2)=O)N2C(CCCC2=O)=O